S1C=NC2=C1C=CC=C2C2CC(C2)O (1r,3r)-3-(benzo[d]thiazol-4-yl)cyclobutan-1-ol